C1(CCC1)NC(=O)C1=CC=2C(=NC=CC2)N1C1=CC(=C(C=C1)Cl)Cl N-cyclobutyl-1-(3,4-dichlorophenyl)-1H-pyrrolo[2,3-b]pyridine-2-carboxamide